C1(CCC1)CN1C(=NC2=NC=C(C=C21)C=2C(=NOC2C)C)C 4-(1-(cyclobutylmethyl)-2-methyl-1H-imidazo[4,5-b]pyridin-6-yl)-3,5-dimethylisoxazole